O.[K+].C(C)(=O)NCCS(=O)(=O)[O-] acetyltaurine potassium salt monohydrate